ClC=1C=C(C=CC1F)C1=CN(C=2N=CN(C(C21)=O)CC(N2CCCC2)=O)CCF 5-(3-chloro-4-fluorophenyl)-7-(2-fluoroethyl)-3-(2-oxo-2-(pyrrolidin-1-yl)ethyl)-3H-pyrrolo[2,3-d]pyrimidin-4(7H)-one